S(=O)(=O)(SC1=C(C=CC(=C1)N(C)C)N)[O-] S-{2-(amino)-5-(dimethylamino)-phenyl} thiosulfate